S1C2=C(C(=C1)C1=NC3=C(C=CC(=C3C(=C1)C(=O)O)O[C@@H]1C[C@H](CCC1)C)CC)C=CC=C2 2-(benzo[b]thiophen-3-yl)-8-ethyl-5-(((1S,3S)-3-methylcyclohexyl)oxy)quinoline-4-carboxylic acid